N3-benzoyl-3'-O-tert-butyl(diphenyl)silyl-2'-O-methyluridine C(C1=CC=CC=C1)(=O)N1C(N([C@H]2[C@H](OC)[C@H](O[Si](C3=CC=CC=C3)(C3=CC=CC=C3)C(C)(C)C)[C@@H](CO)O2)C=CC1=O)=O